4-Amino-N-(4-((3S,5R)-3-amino-5-methylpiperidin-1-yl)-6,7-dihydro-5H-cyclopenta[b]pyridine-3-yl)-2,2',6'-trifluoro-[1,1'-biphenyl]-3-carboxamide dihydrochloride Cl.Cl.NC1=C(C(=C(C=C1)C1=C(C=CC=C1F)F)F)C(=O)NC=1C(=C2C(=NC1)CCC2)N2C[C@H](C[C@H](C2)C)N